N=1N=CN(C1)C1=CC=C(C=C1)[C@@](C(=O)[O-])(CC(C)(C)C)N (R)-2-(4-(4H-1,2,4-triazol-4-yl) phenyl)-2-amino-4,4-dimethylpentanoate